FC=1C=CC(=NC1)C=O 5-Fluoropyridine-2-carboxaldehyde